N1C=C(C2=CC=CC=C12)C=C1C(N(/C(/S1)=N/C1=CC=C(C=C1)S(=O)(=O)N)C1CCCCC1)=O 4-(((2Z)-5-((1H-indole-3-yl)methylene)-3-cyclohexyl-4-oxothiazolidin-2-ylidene)amino)benzenesulphonamide